N4-(5-(furan-2-yl)-2-methoxyphenyl)-7-(2-methoxyethoxy)-N6-(piperidin-4-yl)quinazolin-4,6-diamine O1C(=CC=C1)C=1C=CC(=C(C1)NC1=NC=NC2=CC(=C(C=C12)NC1CCNCC1)OCCOC)OC